C(CCCCCCC)C=1SC=C(C1)CCCCCCCC 2,4-dioctyl-thiophene